C(C)(C)(C)OC(CC(=O)O)=O 3-tert-butoxy-3-oxo-propanoic acid